C1=CC=C2C(=C1)N=CC(=N2)Cl chloroquinoxaline